triethylammonium methansulfonate CS(=O)(=O)[O-].C(C)[NH+](CC)CC